ClC1=NC(=C2N=CN(C2=N1)C(C)C)OC 2-chloro-9-isopropyl-6-methoxy-purine